OC1(CCN(CC1)C=1C=C(C=2N(C1)N=CC2C#N)C=2C=NC(=CC2)N2CC1N(C(C2)C1)CC=1C=NC(=CC1)OC)C 6-(4-Hydroxy-4-methylpiperidin-1-yl)-4-(6-(6-((6-methoxypyridin-3-yl)methyl)-3,6-diazabicyclo[3.1.1]heptan-3-yl)pyridin-3-yl)pyrazolo[1,5-a]pyridine-3-carbonitrile